Cl.CC1CCC(CC1)CC(=O)N 2-(4-methylcyclohexyl)acetamide hydrochloride